N-(2-aminoethyl)-6-bromo-8-morpholinoimidazo[1,2-a]pyrazine-2-carboxamide NCCNC(=O)C=1N=C2N(C=C(N=C2N2CCOCC2)Br)C1